2-(benzyloxy)-5-bromo-3-nitropyridine C(C1=CC=CC=C1)OC1=NC=C(C=C1[N+](=O)[O-])Br